FC=1C=C(C=C(C1)F)[C@@H]1CC[C@H]2OC3(C(N21)=O)CC(C3)OC3=CC(=NC=N3)C#N 6-(((5'S,7a'R)-5'-(3,5-difluorophenyl)-3'-oxotetrahydro-3'H-spiro[cyclobutane-1,2'-pyrrolo[2,1-b]oxazol]-3-yl)oxy)pyrimidine-4-carbonitrile